C1(CC1)C=1N=COC1C(=O)N1[C@H](C2=C(CC1)NC=N2)C2=NN1C(C=CC=C1C(F)F)=C2 (R)-(4-cyclopropyloxazol-5-yl)(4-(7-(difluoromethyl)pyrazolo[1,5-a]pyridin-2-yl)-1,4,6,7-tetrahydro-5H-imidazo[4,5-c]pyridin-5-yl)methanone